BrC1=NN(C(=N1)C(F)(F)F)C([2H])([2H])[2H] 3-bromo-1-(2H3)methyl-5-(trifluoromethyl)-1H-1,2,4-triazole